OC1=CC=C(C=C1)C1(CCCCCCC1)C1=CC=C(C=C1)O 1,1-bis(4-hydroxyphenyl)cyclooctane